5-(3,3-difluorocyclobutyl)-7-iodo-1-(oxan-2-yl)-1H,4H,5H-pyrazolo[4,3-c]pyridin-4-one FC1(CC(C1)N1C(C2=C(C(=C1)I)N(N=C2)C2OCCCC2)=O)F